ethyl (R)-2-(((3-butyl-7-(dimethylamino)-2-(4-methoxybenzyl)-1,1-dioxido-5-phenyl-2,3,4,5-tetrahydro-1,2,5-benzothiadiazepin-8-yl)methyl)thio)acetate C(CCC)[C@H]1N(S(C2=C(N(C1)C1=CC=CC=C1)C=C(C(=C2)CSCC(=O)OCC)N(C)C)(=O)=O)CC2=CC=C(C=C2)OC